[2-[2-[tert-butyl(dimethyl)silyl]oxyethyl]-5-ethoxy-pyrazol-3-yl]methanol [Si](C)(C)(C(C)(C)C)OCCN1N=C(C=C1CO)OCC